CC1=C(C=CC=C1)S(=O)C 1-methyl-2-(methylsulfinyl)benzene